5-cyclopropylsulfonyl-3-(difluoromethoxy)-4-(3-methyl-4-methanesulfonyl-phenyl)-1H-indazole C1(CC1)S(=O)(=O)C=1C(=C2C(=NNC2=CC1)OC(F)F)C1=CC(=C(C=C1)S(=O)(=O)C)C